[Cl-].C(CCCCCCCCCCC)[N+](C)(C)C Dodecyltrimethyl-ammonium chloride